FC(C(C(C(C=CC(C(C(F)(F)F)(C(F)(F)F)F)(F)F)(F)F)(F)F)(F)F)(F)F pentadecafluoro-2-(trifluoromethyl)non-4-ene